2-(4-pyridyl)-6-methyl-[1,3,6,2]dioxazaborocane N1=CC=C(C=C1)B1OCCN(CCO1)C